(2,2-difluoro-1-((trityloxy) methyl)cyclopropyl)methyl methanesulfonate CS(=O)(=O)OCC1(C(C1)(F)F)COC(C1=CC=CC=C1)(C1=CC=CC=C1)C1=CC=CC=C1